The molecule is a 3-oxo Delta(4)-steroid that is progesterone which has been oxidised to introduce a double bond between positions 1 and 2. It is a 20-oxo steroid and a 3-oxo-Delta(1),Delta(4)-steroid. It derives from a progesterone. It derives from a hydride of a steroid fundamental parent. CC(=O)[C@H]1CC[C@@H]2[C@@]1(CC[C@H]3[C@H]2CCC4=CC(=O)C=C[C@]34C)C